(4-(6-((methoxymethyl)oxy)pyridin-2-yl)cyclohex-3-enyl)acetaldehyde COCOC1=CC=CC(=N1)C1=CCC(CC1)CC=O